(6S,7R)-7-(ethoxymethyl)-6-methoxy-1,4-oxazepane-4-sulfonamide C(C)OC[C@@H]1[C@H](CN(CCO1)S(=O)(=O)N)OC